OCC1=CC(=NC=C1)C(=O)O 4-(Hydroxymethyl)picolinic acid